C(C)(C)(C)OC(=O)N(CCC1=NC(=CC=C1[N+](=O)[O-])OC)CC1=C(C=CC(=C1)F)NC1=CC=C(C(=C1C(=O)OC)F)C(F)(F)F methyl 6-((2-(((tert-butoxy-carbonyl)(2-(6-methoxy-3-nitropyridin-2-yl)ethyl)amino)methyl)-4-fluorophenyl)amino)-2-fluoro-3-(trifluoromethyl)benzoate